ClC=1C(=C(C=CC1)NC1=NC=NC2=CC(=C(C=C12)C1(CNC1)C)OC)F N-(3-Chloro-2-fluoro-phenyl)-7-methoxy-6-(3-methylazetidin-3-yl)quinazolin-4-amine